S1N=C(C2=C1C=CC=C2)C(=O)N benzo[d][1,2]thiazole-3-carboxamide